methyl (2S,3S,4R,5S,6S)-3,4,5-triacetoxy-6-ethynyl-tetrahydropyran-2-carboxylate C(C)(=O)O[C@@H]1[C@H](O[C@H]([C@@H]([C@H]1OC(C)=O)OC(C)=O)C#C)C(=O)OC